(S)-4-(4-acryloyl-2-methylpiperazin-1-yl)-6-cyclopropyl-1-(2-isopropyl-4-methylpyridin-3-yl)-7-(2-methoxy-3-methylphenyl)pyrido[2,3-d]pyrimidin-2(1H)-one C(C=C)(=O)N1C[C@@H](N(CC1)C=1C2=C(N(C(N1)=O)C=1C(=NC=CC1C)C(C)C)N=C(C(=C2)C2CC2)C2=C(C(=CC=C2)C)OC)C